2,7-dimethoxyfluorenone COC1=CC2=C(C=C1)C3=CC=C(C(=O)C3=C2)OC